C1(=CC=CC=C1)OC(C1=C(C(=CC=C1)OC)O)=O phenyl-2-hydroxy-3-methoxybenzoate